C1=CC=C2C(=C1)C=C(N2)CC(=O)N[C@@H](CC(=O)O)C(=O)O indoleacetylaspartic acid